C(C)OC(CCSSSSCCC([SiH](C)C)OCC)[SiH](C)C bis-monoethoxydimethylsilylpropyl tetrasulfide